C(C)[C@]1(C(OCC=2C(N3CC=4C(=NC=5C=C(C(=C6C5C4[C@@](CC6)(C)NC(CO)=O)C)F)C3=CC21)=O)=O)O N-((1S,9S)-9-Ethyl-5-Fluoro-9-Hydroxy-1,4-Dimethyl-10,13-Dioxo-1,2,3,9,10,12,13,15-Octahydrobenzo[De]Pyrano[3',4':6,7]Indolizino[1,2-b]Quinolin-1-Yl)-2-HydroxyAcetamide